OC=1C(CN=CC1)(C(F)(F)F)[N+](=O)[O-] 4-hydroxy-3-nitro-3-trifluoromethylpyridine